5-{2-amino-[1,2,4]triazolo[1,5-a]pyridin-7-yl}-N-{1-[(1S)-1-(4-fluorophenyl)ethyl]-1H-pyrazol-4-yl}-2-methoxypyridine-3-carboxamide NC1=NN2C(C=C(C=C2)C=2C=C(C(=NC2)OC)C(=O)NC=2C=NN(C2)[C@@H](C)C2=CC=C(C=C2)F)=N1